CN1CCN(CC1)CCC1(NC(=NC(=N1)NCC1=CC=NC=C1)N1CCOCC1)N 2-(2-(4-methylpiperazin-1-yl)ethyl)-6-morpholinyl-N4-pyridin-4-ylmethyl-1,3,5-triazine-2,4-diamine